O=C(CCCCCCCC(=O)O)C=CC=CCCCCC 9-oxooctadeca-10,12-dienoic acid